1-(3-(((3-Chloro-5-isopropylisoquinolin-8-yl)oxy)methyl)azetidin-1-yl)ethan-1-one ClC=1N=CC2=C(C=CC(=C2C1)C(C)C)OCC1CN(C1)C(C)=O